(R)-4-aminopimelic acid NC(CCC(=O)O)CCC(=O)O